C(#C)C1=CC=C(C=C1)C=1N=C2N(C=CC=C2)C1NC1=CC=C(C(=O)O)C=C1 4-((2-(4-Ethynylphenyl)imidazo[1,2-a]pyridin-3-yl)amino)benzoic acid